C(C)OS(=O)(=O)C1=CC=C(C=C1)C 4-methylbenzenesulfonic acid ethyl ester